3-citronellylsulfonyl-2-hydroxypropyl methacrylate C(C(=C)C)(=O)OCC(CS(=O)(=O)CCC(C)CCC=C(C)C)O